C(#N)C1=CC=C(CON2C(=NC(=C2)C)C2=CC(=CC=C2)C#N)C=C1 1-[(4-Cyanobenzyl)oxy]-2-(3-cyanophenyl)-4-methyl-1H-imidazol